methyl 5-[3-[tert-butyl(dimethyl)silyl]oxypropyl]-2-[3-(3,6-dichloro-5-methyl-pyridazin-4-yl)propylamino]thiazole-4-carboxylate [Si](C)(C)(C(C)(C)C)OCCCC1=C(N=C(S1)NCCCC1=C(N=NC(=C1C)Cl)Cl)C(=O)OC